(R)-5-(4-cyclopropyl-1H-imidazol-1-yl)-N-(5-cyclopropyl-5,6-dihydrobenzo[f]tetrazolo[1,5-d][1,4]oxazepin-8-yl)-2-fluoro-4-methylbenzamide C1(CC1)C=1N=CN(C1)C=1C(=CC(=C(C(=O)NC2=CC=CC=3C=4N([C@@H](COC32)C3CC3)N=NN4)C1)F)C